benzyl (5R,7s)-5-((R)-1,1-dimethylethylsulfonamido)-7-(1,3-dioxoisoindolin-2-yl)-2-azaspiro[3.4]octane-2-carboxylate CC(C)(C)S(=O)(=O)N[C@H]1C2(CN(C2)C(=O)OCC2=CC=CC=C2)C[C@@H](C1)N1C(C2=CC=CC=C2C1=O)=O